6-(5-Fluoro-2-pyridyl)-2,2-dimethyl-7-(6-methyl-1H-pyrazolo[3,4-b]pyridin-4-yl)-3H-pyrazolo[5,1-b]oxazole FC=1C=CC(=NC1)C1=NN2C(OC(C2)(C)C)=C1C1=C2C(=NC(=C1)C)NN=C2